2,4-dichloropyrimidin-5-ol ClC1=NC=C(C(=N1)Cl)O